C1(CC1)N1N=NC=C1C1=C2C(=NC(=C1)N1[C@@H](COCC1)C)C(=NS2)C2=CC=NN2C2OCCCC2 (3R)-4-(7-(1-cyclopropyl-1H-1,2,3-triazol-5-yl)-3-(1-(tetrahydro-2H-pyran-2-yl)-1H-pyrazol-5-yl)isothiazolo[4,5-b]pyridin-5-yl)-3-methylmorpholine